(1r,4r)-N1-(5-fluoro-4-(imidazo[1,2-a]pyridin-3-yl)pyrimidin-2-yl)cyclohexane-1,4-diamine FC=1C(=NC(=NC1)NC1CCC(CC1)N)C1=CN=C2N1C=CC=C2